5-((5-(2-(azetidin-3-ylmethoxy)-6-methoxy-4-methylphenyl)-1H-pyrazol-3-yl)amino)pyrazine-2-carbonitrile N1CC(C1)COC1=C(C(=CC(=C1)C)OC)C1=CC(=NN1)NC=1N=CC(=NC1)C#N